8-bromo-3-methyl-1H-pyrazolo[1,5,4-de]quinoxalin-2(3H)-one BrC=1C=C2C=3N(C(C(NC3C1)=O)C)N=C2